2-hydroxy-1-[4-[4-(2-hydroxy-2-methyl-propionyl)-benzyl]-phenyl]-2-methyl-propan-1-one OC(C(=O)C1=CC=C(C=C1)CC1=CC=C(C=C1)C(C(C)(C)O)=O)(C)C